C12CN(CC(CC1)N2)C2=NC(N(C1=C(C(=C(C=C21)C#N)C2=CC(=CC1=CC=C(C(=C21)C#C)F)O)F)C)=O 4-(3,8-Diazabicyclo[3.2.1]octan-3-yl)-7-(8-ethynyl-7-fluoro-3-hydroxynaphthalen-1-yl)-8-fluoro-1-methyl-2-oxo-1,2-dihydroquinazoline-6-carbonitrile